7-(2-(3-(Dimethylamino)azetidin-1-yl)-7-(8-ethyl-7-fluoro-3-hydroxynaphthalen-1-yl)-8-fluoropyrido[4,3-d]pyrimidin-4-yl)-1,3,7-triazaspiro[4.5]decane-2,4-dione CN(C1CN(C1)C=1N=C(C2=C(N1)C(=C(N=C2)C2=CC(=CC1=CC=C(C(=C21)CC)F)O)F)N2CC1(C(NC(N1)=O)=O)CCC2)C